ClC1=NNC(C2=CC=CC=C12)=O 4-chloro-1(2H)-phthalazinone